3-chloro-4-formamido-N,5-dimethyl-benzamide ClC=1C=C(C(=O)NC)C=C(C1NC=O)C